ClC1=C(N=C2C=C(C(=NC2=C1N[C@H](CC)C1=NC=CC=C1F)C=1C=CC(=NC1)P(C)(C)=O)F)C (R)-(5-(7-chloro-3-fluoro-8-((1-(3-fluoropyridin-2-yl)propyl)amino)-6-methyl-1,5-naphthyridin-2-yl)pyridin-2-yl)dimethylphosphine oxide